Cl.N1C2=C(C=CC1=O)CNC2.N2C1=C(C=CC2=O)CNC1.N1C2=C(C=CC1=O)CNC2.N2C1=C(C=CC2=O)CNC1.N1C2=C(C=CC1=O)CNC2.N2C1=C(C=CC2=O)CNC1.N1C2=C(C=CC1=O)CNC2.N2C1=C(C=CC2=O)CNC1.N1C2=C(C=CC1=O)CNC2.N2C1=C(C=CC2=O)CNC1.N1C2=C(C=CC1=O)CNC2.N2C1=C(C=CC2=O)CNC1.N1C2=C(C=CC1=O)CNC2.N2C1=C(C=CC2=O)CNC1.N1C2=C(C=CC1=O)CNC2.N2C1=C(C=CC2=O)CNC1.N1C2=C(C=CC1=O)CNC2.N2C1=C(C=CC2=O)CNC1.N1C2=C(C=CC1=O)CNC2.N2C1=C(C=CC2=O)CNC1 icosa-1,5,6,7-Tetrahydropyrrolo[3,4-b]pyridin-2-one hydrochloride